NC=1C=CC(=C(C1)[C@@H]1[C@@H](CC1)C#N)Cl (1R,2S)-2-(5-amino-2-chlorophenyl)cyclobutanecarbonitrile